C(CCCC)OC(C(C(=O)OCCCCC)(CCCC)CC1=CC=CC=C1)=O benzyl-n-butyl-malonic acid dipentyl ester